N1C(=CC2=CC=CC=C12)C(=O)N1[C@@H]([C@@H]2[C@H](C1)CCC2)C(=O)N[C@H](C(S(=O)(=O)[O-])O)C[C@H]2C(NCCC2)=O.[Na+] sodium (2S)-2-{[(1S,3aR,6aS)-2-(1H-indole-2-carbonyl)-hexahydro-1H-cyclopenta[c]pyrrol-1-yl]formamido}-1-hydroxy-3-[(3S)-2-oxopiperidin-3-yl]propane-1-sulfonate